3-[3-chloro-5-(2,6-difluorophenyl)-6H-pyrazolo[1,5-a][1,3,5]benzotriazepin-9-yl]-6-oxa-3-azabicyclo[3.1.1]heptane ClC=1C=NN2C1N=C(NC1=C2C=C(C=C1)N1CC2OC(C1)C2)C2=C(C=CC=C2F)F